[1-[[7-[8-ethynyl-7-fluoro-3-(methoxymethoxy)-1-naphthyl]-8-fluoro-4-morpholino-pyrido[4,3-d]pyrimidin-2-yl]oxymethyl]cyclopropyl]methanol C(#C)C=1C(=CC=C2C=C(C=C(C12)C1=C(C=2N=C(N=C(C2C=N1)N1CCOCC1)OCC1(CC1)CO)F)OCOC)F